Diphosphoglycerate P(=O)(O)(O)OCC(C(=O)[O-])OP(=O)(O)O